N-(2-methylbutyl)amine CC(CN)CC